C(=O)(O)CC=1C(NC(N([C@H]2[C@H](O)[C@H](O)[C@@H](CO)O2)C1)=O)=O 5-(carboxymethyl)-uridine